3-(5-(1,3,4-oxadiazol-2-yl)pyridin-3-yl)phenyl benzylcarbamate C(C1=CC=CC=C1)NC(OC1=CC(=CC=C1)C=1C=NC=C(C1)C=1OC=NN1)=O